FC(OC1CCN(CC1)[C@H]1[C@@H](CCC1)OC=1C=C2CN(C(C2=CC1)=O)C1C(NC(CC1)=O)=O)F 3-(5-(((1R,2R)-2-(4-(difluoromethoxy)piperidin-1-yl)cyclopentyl)oxy)-1-oxoisoindolin-2-yl)piperidine-2,6-dione